N-(2,6-dimethylphenyl)hydroxylamineid CC1=C(C(=CC=C1)C)[N-]O